C[C@@H]1O[C@@H](CN(C1)C1=CC=C(N=N1)C=1C(=CC(=NC1)NC(C)=O)NC1=NC(=CC(=C1)C1(COCC1)CO)S(=O)(=O)C)C N-(5-(6-((2S,6R)-2,6-dimethylmorpholino)pyridazin-3-yl)-4-((4-(3-(hydroxymethyl)tetrahydrofuran-3-yl)-6-(methylsulfonyl)pyridin-2-yl)amino)pyridin-2-yl)acetamide